OCCNC(C=C)=O (N-(2-hydroxyethyl)acrylamide)